FC=1C=NC=C(C1)NC(=O)C1(CC1)C(NC1=CC=C(C=C1)F)=O 3-fluoro-5-[[1-[(4-fluorophenyl)carbamoyl]cyclopropanecarbonyl]amino]pyridin